2-(tert-butyl)pyridine C(C)(C)(C)C1=NC=CC=C1